COC1=C(C#N)C(=CC=C1)OC 2,6-dimethoxybenzonitrile